2-methyl-1-{6-[(1-methylpiperidin-4-yl)oxy]pyridin-2-yl}-6-(methylsulfanyl)-1H,2H,3H-pyrazolo[3,4-d]pyrimidin-3-one CN1N(C2=NC(=NC=C2C1=O)SC)C1=NC(=CC=C1)OC1CCN(CC1)C